FC1C(C1)C(=O)NC=1N=C2N(C=C(C=C2)C2=C(C=C3C=CNC3=C2)CO)C1 2-fluoro-N-(6-(5-(hydroxymethyl)-1H-indol-6-yl)imidazo[1,2-a]pyridin-2-yl)cyclopropane-1-carboxamide